(S)-ethyl 6-(bromomethyl)-4-(4-fluoro-2-methylphenyl)-2-(thiazol-2-yl)-1,4-dihydropyrimidine-5-carboxylate BrCC1=C([C@@H](N=C(N1)C=1SC=CN1)C1=C(C=C(C=C1)F)C)C(=O)OCC